C(C)C(O)(C(O)CO)OC(O)C(O)CO ethyloxydiglycerol